Cl.C12(CC(C1)C2)N bicyclo[1.1.1]Pentane-1-amine HCl